4-(4-((4,4-dimethylpiperidin-1-yl)methyl)phenyl)-2-oxo-1,4,9-triazaspiro[5.5]undecane-9-carboxylic acid tert-butyl ester C(C)(C)(C)OC(=O)N1CCC2(CN(CC(N2)=O)C2=CC=C(C=C2)CN2CCC(CC2)(C)C)CC1